5-[(3-Fluorobenzyl)methylamino]-2-(pyridin-2-yl)-4,5,6,7-tetrahydro-2H-indazol-3-ol FC=1C=C(CN(C2CC3=C(N(N=C3CC2)C2=NC=CC=C2)O)C)C=CC1